6-(2,4-dimethyl-1,3-thiazol-5-yl)-2-[[1-(6-methylpyrimidin-4-yl)piperidin-4-yl]methyl]pyridazin-3-one CC=1SC(=C(N1)C)C=1C=CC(N(N1)CC1CCN(CC1)C1=NC=NC(=C1)C)=O